N[Zn]OC1=CC=CC=C1 amino-phenoxyzinc